BrC1=C(C(=CC=C1)C)OC 1-bromo-2-methoxy-3-methylbenzene